dithioisocyanate borate salt B(O)(O)O.S(SN=C=O)N=C=O